2-((4-chlorobenzyl)thio)-1-(pyridin-2-yl)-1H-indole ClC1=CC=C(CSC=2N(C3=CC=CC=C3C2)C2=NC=CC=C2)C=C1